Pyridoxamine 5'-phosphate P(=O)(O)(O)OCC=1C(=C(C(=NC1)C)O)CN